6-{2-[(1R,5S)-9-Azabicyclo[3.3.1]non-3-yl(methyl)amino][1,3]thiazolo[5,4-d]pyrimidin-5-yl}-2-methylimidazo[1,2-a]pyridin-8-carbonitril-Hydrochlorid Cl.[C@H]12CC(C[C@H](CCC1)N2)N(C=2SC=1N=C(N=CC1N2)C=2C=C(C=1N(C2)C=C(N1)C)C#N)C